methyl 3,6-dibromopyrazine-2-carboxylate BrC=1C(=NC(=CN1)Br)C(=O)OC